C(CCCCC(C)C)CC(=S)[O-].C(CCCCC(C)C)CC(=S)[O-].C[Sn+2]C dimethyltin bis(isooctylthioacetate)